n-pentadecyl-cyclononane C(CCCCCCCCCCCCCC)C1CCCCCCCC1